FC(C1=NN=C(O1)C1=CC(=C(CN(C(=S)N2CC3(C2)CCNCC3)C3=CC(=C(C=C3)F)F)C=C1)F)F N-(4-(5-(difluoromethyl)-1,3,4-oxadiazol-2-yl)-2-fluorobenzyl)-N-(3,4-difluorophenyl)-2,7-diazaspiro[3.5]nonane-2-thioamide